(S)-1-(5-((1-(difluoromethyl)-1H-pyrazol-4-yl)ethynyl)-N-methylnicotinamido)-3-phenylpropan-2-yl(tert-butoxycarbonyl) glycinate NCC(=O)OC(=O)OC(C[C@@H](CN(C(C1=CN=CC(=C1)C#CC=1C=NN(C1)C(F)F)=O)C)CC1=CC=CC=C1)(C)C